(Z)-2-(((2,4-dimethylcyclohex-3-en-1-yl)methylene)amino)benzoic acid methyl ester COC(C1=C(C=CC=C1)\N=C/C1C(C=C(CC1)C)C)=O